CCC=CCC=CCC=CC=CCCCCCC octadeca-3,6,9,11-tetraene